1-isopropyl-6-nitro-1H-indazole C(C)(C)N1N=CC2=CC=C(C=C12)[N+](=O)[O-]